NC1=NC=C(C2=C1C=NN2COCC[Si](C)(C)C)NC(C(=O)N(C[C@H](CC)C)CC2=C(C=CC=C2)C)=O (S)-N1-(4-amino-1-((2-(trimethylsilyl)ethoxy)methyl)-1H-pyrazolo[4,3-c]pyridin-7-yl)-N2-(2-methylbenzyl)-N2-(2-methylbutyl)oxalamide